COC1=C(C(=CC=C1)OC)C1=CN=C(N1)C1=CC=C(C=C1)C1=NC(=NC=C1)NC1=CC=C(C=C1)N1CCOCC1 4-(4-(5-(2,6-dimethoxyphenyl)-1H-imidazol-2-yl)phenyl)-N-(4-morpholinophenyl)pyrimidin-2-amine